FC1=CC=C(C=C1)[C@@H](C(=O)NC1=NC=CC(=C1)C1=C(C=2C(N(C3(CC2N1)CCC3)C)=O)C3=CC=CC=C3)C (2S)-2-(4-Fluorophenyl)-N-[4-(5'-methyl-4'-oxo-3'-phenyl-1',4',5',7'-tetrahydrospiro[cyclobutan-1,6'-pyrrolo[3,2-c]pyridin]-2'-yl)pyridin-2-yl]propanamid